ClC1=C(C=C(C=C1)S(=O)(=O)O)C=O 4-Chloro-3-formyl-benzenesulfonic Acid